ClC=1C=C2C=NC=NC2=CC1C1C(CN(CC1)C)F 6-chloro-7-(3-fluoro-1-methylpiperidin-4-yl)quinazolin